(R)-3-chloro-6,7,7a,8,10,11-hexahydro-9H-pyrazino[1,2-d]pyrido[3,2-b][1,4]thiazepin ClC1=CC=2SCC[C@H]3N(C2N=C1)CCNC3